OC1=C(C=CC(=C1)OCCCC)C1=NC(=NC(=N1)C1=C(C=C(C=C1)OCCCC)O)C1=C(C=C(C=C1)OCCCC)O 2,4,6-tri(2-hydroxy-4-n-butoxyphenyl)-1,3,5-triazine